bromo-1-(piperidin-4-yl)-1H-pyrrolo[3,2-c]pyridine hydrochloride Cl.BrC1=CC=2C=NC=CC2N1C1CCNCC1